5-((3-fluoro-4-methoxybenzyl)amino)-2-morpholinobenzoic acid ethyl ester C(C)OC(C1=C(C=CC(=C1)NCC1=CC(=C(C=C1)OC)F)N1CCOCC1)=O